chloro-4-((3-(2,3-dihydrobenzo[b][1,4]dioxin-6-yl)2-methylbenzyl)oxy)-2-hydroxybenzaldehyde ClC=1C(=C(C=O)C=CC1OCC1=C(C(=CC=C1)C1=CC2=C(OCCO2)C=C1)C)O